FC=1C=CC=2N(C1)N=CC2C(=O)NC2=C(C=C(C(=C2)C2=NN=C(N2)N2CCOCC2)F)C 6-Fluoro-N-[4-fluoro-2-methyl-5-(5-morpholin-4-yl-4H-1,2,4-triazol-3-yl)phenyl]pyrazolo[1,5-a]pyridine-3-carboxamide